Cl.O[C@@H]1C[C@H](NC1)C(=O)N[C@@H](C)C1=CC=C(C=C1)C1=C(N=CS1)C (2S,4R)-4-hydroxy-N-{(1S)-1-[4-(4-methyl-1,3-thiazol-5-yl)phenyl]ethyl}pyrrolidine-2-carboxamide hydrochloride